ClC=1C=C(C(=NC1)C=O)F 5-chloro-3-fluoropicolinaldehyde